5-[(3S)-3-fluoropyrrolidin-1-yl]pentanoic acid F[C@@H]1CN(CC1)CCCCC(=O)O